2-methyl-2-hydroxybutyne CC(C)(C#C)O